CC=1N2C(SC1C(=O)OCC)=NC(=C2)C2=CC=C(C=C2)NS(=O)(=O)C Ethyl 3-methyl-6-(4-(methylsulfonamido)phenyl)imidazo[2,1-b]thiazole-2-carboxylate